C(C=C)SC(=O)N1N(C(C(=C1N)C1=C(C=CC=C1)C)=O)C(C)C 1-[(2-propenylthio)carbonyl]-2-(1-methylethyl)-4-(2-methylphenyl)-5-amino-1H-pyrazol-3-one